(Z)-3-(2-(2-aminothiazol-4-yl)-2-(((2-carboxypropan-2-yl)oxy)imino)acetamido)-2-hydroxy-3,4-dihydro-2H-benzo[e][1,2]oxaborinine-8-carboxylic acid NC=1SC=C(N1)/C(/C(=O)NC1B(OC2=C(C1)C=CC=C2C(=O)O)O)=N/OC(C)(C)C(=O)O